5,9-diacetyl-alpha-neuraminic acid C(C)(=O)[C@]1([C@H](C[C@@](C(O)=O)(O)O[C@H]1[C@H](O)[C@H](O)C(O)C(C)=O)O)N